C(C1=CC=CC=C1)OC1=C(C=C(N)C=C1)Cl 4-benzyloxy-3-chloro-aniline